C(C)(C)(C)N1C=NC(=C1)C(=O)NC1=C(C=C(C(=C1)C1=CC=2N(C(=C1)N1CCOCC1)C=CN2)C)F 1-Tert-butyl-N-{2-fluoro-4-methyl-5-[5-(morpholin-4-yl)imidazo[1,2-a]pyridin-7-yl]phenyl}imidazole-4-carboxamide